[4-[(3-iodo-7-morpholino-1,6-naphthyridin-5-yl)oxy]cyclohexyl]-N-methyl-carbamate IC=1C=NC2=CC(=NC(=C2C1)OC1CCC(CC1)OC(NC)=O)N1CCOCC1